(R)-N-(8,9-difluoro-6-oxo-1,4,5,6-tetrahydro-2H-pyrano[3,4-c]isoquinolin-1-yl)-5-fluoro-N-methyl-1H-indole-2-carboxamide FC=1C(=CC=2C3=C(NC(C2C1)=O)COC[C@@H]3N(C(=O)C=3NC1=CC=C(C=C1C3)F)C)F